(5R)-3-Bromo-5-[1-[[4-(trifluoromethyl)phenyl]methyl]-4-piperidyl]-4,5-dihydroisoxazole BrC1=NO[C@H](C1)C1CCN(CC1)CC1=CC=C(C=C1)C(F)(F)F